[(1aR,7bS)-5-Fluoro-2-hydroxy-1a,7b-dihydro-1H-cyclopropa[c][1,2]benzoxaborinine-4-carbonyl]oxymethyl (2R)-1-acetylpyrrolidine-2-carboxylate C(C)(=O)N1[C@H](CCC1)C(=O)OCOC(=O)C1=C(C=CC=2[C@@H]3[C@H](B(OC21)O)C3)F